(6S)-6-{N-propyl[2-(2-thienyl)ethyl]amino}-5,6,7,8-tetrahydro-1-naphthalenol C(CC)N([C@@H]1CC=2C=CC=C(C2CC1)O)CCC=1SC=CC1